NC=1C2=C(NC(C1C=1NC=3C(=CC4=C(N(CCN(CC4)C)C)C3)N1)=O)C=CS2 7-amino-6-(5,8-dimethyl-5,6,7,8,9,10-hexahydro-3H-imidazo[4',5':4,5]benzo[1,2-e][1,4]diazocine-2-yl)thieno[3,2-b]pyridin-5(4H)-one